C(CCCCCCC)OCOCCCC(CC(CC(CC(CC(CC(C)Br)C)C)C)C)C 14-bromo-4,6,8,10,12-pentamethylpentadecyl octyloxymethyl ether